(S)-N-(5-bromo-2-fluorophenyl)-3-hydroxy-N-methyl-2-(tritylamino)propionamide BrC=1C=CC(=C(C1)N(C([C@H](CO)NC(C1=CC=CC=C1)(C1=CC=CC=C1)C1=CC=CC=C1)=O)C)F